(1R,2S)-2-[3-{[(1-[(2S)-2-Butanyl]-5-{2-[(2-chloro-6-fluoro-4-pyridinyl)oxyl]ethyl}-1H-pyrrol-2-yl)carbonyl]amino}-4-(trifluoromethyl)phenyl]cyclopropanecarboxylic acid C[C@@H](CC)N1C(=CC=C1CCOC1=CC(=NC(=C1)F)Cl)C(=O)NC=1C=C(C=CC1C(F)(F)F)[C@@H]1[C@@H](C1)C(=O)O